[13C3]alanine N[13C@@H]([13CH3])[13C](=O)O